O1COC2=C1C=CC(=C2)C2=NOC(=N2)CSC=2OC1=C(N2)C=CC=C1 2-({[3-(2H-1,3-benzodioxol-5-yl)-1,2,4-oxadiazol-5-yl]methyl}sulfanyl)-1,3-benzoxazole